NC1=CC=C(C(=N1)C)OC1=CC(=NC=C1)C=1C=NN(C1)C(=O)OC(C)(C)C tert-butyl 4-(4-((6-amino-2-methylpyridin-3-yl)oxy)pyridin-2-yl)-1H-pyrazole-1-carboxylate